benzamide-d methyl-3,3-dimethoxy-1-methyl-cyclobutanecarboxylate COC(=O)C1(CC(C1)(OC)OC)C.C(C1=CC=CC=C1)(=O)N[2H]